CN1CCN(CC1)C1=NC=CC(=C1)NC=1C=C2C(=NC1)NC=C2C=2C=C1CCNC(C1=CC2)=O 6-(5-((2-(4-methylpiperazin-1-yl)pyridin-4-yl)amino)-1H-pyrrolo[2,3-b]pyridin-3-yl)-3,4-dihydroisoquinolin-1(2H)-one